NC=1C=2N(C=CN1)C(=NC2C2=CC=C(C=C2)C(C)(O)C2=CC(=CC=C2)F)[C@H]2CN1C(CC[C@@H]1CC2)=O (6R,8aS)-6-(8-Amino-1-{4-[1-(3-fluorophenyl)-1-hydroxyethyl]phenyl}imidazo[1,5-a]pyrazin-3-yl)hexahydroindolizin-3(2H)-on